ClC=1C(=C(C(=NC1C)NCC(=O)N(C)C1=C(C=C(C=C1)F)F)C#N)C 2-((5-chloro-3-cyano-4,6-dimethylpyridin-2-yl)-amino)-N-(2,4-difluorophenyl)-N-methylacetamide